1-methoxy-2-(methoxymethyl)-2,3-dimethylbutane COCC(C(C)C)(C)COC